(isopropylamino)-6-(thiazol-5-yl)-1,5-naphthyridine-3-carboxamide C(C)(C)NC1=NC2=CC=C(N=C2C=C1C(=O)N)C1=CN=CS1